tert-Butyl (R)-[1,3'-bipyrrolidine]-1'-carboxylate N1(CCCC1)[C@H]1CN(CC1)C(=O)OC(C)(C)C